C(C)(C)(C)O[C@H](C(=O)OCC)C1=C(C2=C(N=C(S2)C=2C=C3C(=NN(C3=CC2)C2CC2)C2CCNCC2)C=C1C)C1=CC=C(C=C1)Cl ethyl (S)-2-(tert-butoxy)-2-(7-(4-chlorophenyl)-2-(1-cyclopropyl-3-(piperidin-4-yl)-1H-indazol-5-yl)-5-methylbenzo[d]thiazol-6-yl)acetate